C1(CC1)C1=NC=C(C(=N1)OC[C@@H]1CN(CC1)C1=NC=C(C=C1C)C)C#N (S)-2-cyclopropyl-4-((1-(3,5-dimethylpyridin-2-yl)pyrrolidin-3-yl)methoxy)pyrimidine-5-carbonitrile